N=1C=NN2C1C=C(C=C2)C(=O)N [1,2,4]triazolo[1,5-a]pyridin-7-carboxamide